COC1=CC=C(C(=O)N[C@H]2C[C@H](CCC2)NC2=CC(=NC3=CC=CC(=C23)C)C(F)(F)F)C=C1 4-methoxy-N-[(1r,3s)-3-{[5-methyl-2-(trifluoromethyl)quinolin-4-yl]amino}cyclohexyl]benzamide